1-(3-(piperidin-1-ylsulfonyl)phenyl)piperazine hydrochloride Cl.N1(CCCCC1)S(=O)(=O)C=1C=C(C=CC1)N1CCNCC1